ClC1=C(C(=CC=C1)F)C(=O)NC=1C=C(C2=C(NC(=N2)NCC(COC)(C)C)C1)C(=O)NC1=C(C(=CC=C1)Cl)C 6-{[(2-chloro-6-fluorophenyl)carbonyl]amino}-N-(3-chloro-2-methylphenyl)-2-[(3-methoxy-2,2-dimethylpropyl)amino]-1H-benzimidazole-4-carboxamide